2,4-diphenyl-(2-hydroxy-4-propoxyphenyl)-1,3,5-triazine C1(=CC=CC=C1)C1=NC(=NC(=N1)C1=CC=CC=C1)C1=C(C=C(C=C1)OCCC)O